BrC1=C(C=CC=C1)OCC=C 1-bromo-2-(prop-2-en-1-oxy)benzene